4-(ethyloxy)-N-isopropylbutan-1-imine oxide C(C)OCCCC=[N+](C(C)C)[O-]